tert-Butyl (4S)-2,2-dimethyl-4-[4-methyl-3-[(6-sulfamoyl-2-pyridyl)amino]pentyl]pyrrolidine-1-carboxylate CC1(N(C[C@H](C1)CCC(C(C)C)NC1=NC(=CC=C1)S(N)(=O)=O)C(=O)OC(C)(C)C)C